3,3-dimethyltetrahydropyran-4-carboxylic acid CC1(COCCC1C(=O)O)C